CC1=C(SC=2N=CN=C(C21)C=2CCN(CC2)CC=2C=C1CN(C(C1=CC2)=O)C2C(NC(CC2)=O)=O)C 3-(5-((4-(5,6-dimethylthieno[2,3-d]pyrimidin-4-yl)-3,6-dihydropyridin-1(2H)-yl)methyl)-1-oxoisoindolin-2-yl)piperidine-2,6-dione